dicrotylamine C(C=CC)NCC=CC